OC(C)C1=C(C=C(C2=C1N(C=N2)C)C2=CC=C(C=C2)OC(F)(F)F)CNC(C=C)=O N-((7-(1-Hydroxyethyl)-1-methyl-4-(4-(trifluoromethoxy)phenyl)-1H-benzo[d]imidazol-6-yl)methyl)acrylamide